ClS(=O)(=O)OCC(CCOC(CC[C@]1(NC(=CC(=C1)NC(CO)(CCCC)C)CC1=CC=C(C=C1)C(=O)N1CCN(CC1)C)N)=O)(C)C (R)-2-amino-4-((1-hydroxy-2-methylhexan-2-yl)amino)-6-(4-(4-methylpiperazine-1-carbonyl)benzyl)pyridinPropionic acid 4-((chlorosulfonyl) oxy)-3,3-dimethylbutyl ester